O1C=CC2=C1C=CC(=C2)S(=O)(=O)N2CC1=C(C2)CN(C1)C(=O)C1=NC=CC=C1 2-[5-(1-Benzofuran-5-sulfonyl)-1H,2H,3H,4H,5H,6H-pyrrolo[3,4-c]pyrrole-2-carbonyl]pyridine